acryloyloxytridecyliodomethylsilane C(C=C)(=O)OCCCCCCCCCCCCC[SiH2]CI